(1S,2R)-2-[[(5S,7S)-7-fluoro-5-phenyl-6,7-dihydro-5H-pyrrolo[1,2-b][1,2,4]triazol-2-yl]sulfonyl]cyclopropanecarbonitrile F[C@H]1C[C@H](N2N=C(N=C21)S(=O)(=O)[C@H]2[C@@H](C2)C#N)C2=CC=CC=C2